The molecule is a galactosylceramide sulfate in which the sulfo group is located at position 3 and the ceramide N-acyl group is specified as (R)-2-hydroxystearoyl. It is a galactosylceramide sulfate and a N-acyl-beta-D-galactosylsphingosine. It is a conjugate acid of a 1-(3-O-sulfo-beta-D-galactosyl)-N-[(2R)-2-hydroxystearoyl]sphingosine(1-). CCCCCCCCCCCCCCCC[C@H](C(=O)N[C@@H](CO[C@H]1[C@@H]([C@H]([C@H]([C@H](O1)CO)O)OS(=O)(=O)O)O)[C@@H](/C=C/CCCCCCCCCCCCC)O)O